O1COC(=C1)O [1,3]Dioxol-4-ol